(S)-3-(1H-benzo[d]imidazol-5-yl)-4-(4-(3,3-difluoropropoxy)-2,3-difluorophenyl)oxazolidin-2-one barium [Ba].N1C=NC2=C1C=CC(=C2)N2C(OC[C@@H]2C2=C(C(=C(C=C2)OCCC(F)F)F)F)=O